C1(CC1)C1=NC=CC(=C1)C=1SC(=CN1)C(C)NC(=O)C1=CC(=NN1C)C(F)(F)F N-(1-(2-(2-cyclopropylpyridin-4-yl)thiazol-5-yl)ethyl)-1-methyl-3-(trifluoro-methyl)-1H-pyrazole-5-carboxamide